6-fluoro-4,4-dimethyl-2-oxo-1,2,3,4-tetrahydroquinoline-7-carboxylic acid methyl ester COC(=O)C1=C(C=C2C(CC(NC2=C1)=O)(C)C)F